trans-methyl (1r,4r)-4-aminocyclohexane-1-carboxylate N[C@@H]1CC[C@H](CC1)C(=O)OC